4-(4-(3,6-diazabicyclo[3.1.1]heptan-6-yl)-6-fluoro-2-((1-(pyrrolidin-1-ylmethyl)cyclopropyl)methoxy)pyrido[2,3-d]pyrimidin-7-yl)-5-fluoronaphthalen-2-ol C12CNCC(N1C=1C3=C(N=C(N1)OCC1(CC1)CN1CCCC1)N=C(C(=C3)F)C3=CC(=CC1=CC=CC(=C31)F)O)C2